C(C=C)(=O)N1C[C@@H](N(CC1)C1=NC(N2C3=C(C(=C(C=C13)Cl)C1=C(C=C(C=C1)F)F)SC[C@@H]2CC2CCN(CC2)CC(F)F)=O)C (3S)-7-((S)-4-acryloyl-2-methylpiperazin-1-yl)-9-chloro-3-((1-(2,2-difluoroethyl)piperidin-4-yl)methyl)-10-(2,4-difluorophenyl)-2H-[1,4]thiazino[2,3,4-ij]quinazolin-5(3H)-one